C1(CC1)C1=CC(=NC=2N1N=C(C2)C=2N=CC(=NC2F)N2C[C@H](CC2)C(=O)O)C(=O)N2[C@@H](C1=CC=CC=C1CC2)C (3S)-1-(5-{7-cyclopropyl-5-[(1R)-1-methyl-1,2,3,4-tetrahydroisoquinoline-2-carbonyl]-pyrazolo[1,5-a]pyrimidin-2-yl}-6-fluoropyrazin-2-yl)pyrrolidine-3-carboxylic acid